N-[(E)-[(2,6-dichlorophenyl)-[(2R)-4,4-difluoro-2-(hydroxymethyl)pyrrolidin-1-yl]methylene]amino]-4-methyl-benzenesulfonamide ClC1=C(C(=CC=C1)Cl)/C(/N1[C@H](CC(C1)(F)F)CO)=N\NS(=O)(=O)C1=CC=C(C=C1)C